ClC1=C(C=CC=C1NC(=O)C1=CC=C(C=N1)CN1C[C@@H](CC1)C(=O)OC)C1=C(C(=CC=C1)NC(C1=NC=C(C=C1)C(OC)OC)=O)C methyl (R)-1-((6-((2-chloro-3'-(5-(dimethoxymethyl)picolinamido)-2'-methyl-[1,1'-biphenyl]-3-yl)carbamoyl)pyridin-3-yl)methyl)pyrrolidine-3-carboxylate